NC1=C(C=2C=NC(=C(C2N1C1=C2C=NN(C2=CC=C1C)C1OCCCC1)CC(C)C)C1CC1)C#N 2-amino-6-cyclopropyl-7-isobutyl-1-(5-methyl-1-tetrahydropyran-2-yl-indazol-4-yl)pyrrolo[3,2-c]pyridine-3-carbonitrile